methyl-naphthopyrane CC1=CCOC2=C1C1=CC=CC=C1C=C2